N1C(=O)NC(=O)C=C1 1H-uracil